CSC1=CC(=C(C=C1)C1=CC=CC=C1)SC1=CN=C(S1)CNC(OC(C)(C)C)=O tert-Butyl ((5-((4-(methylthio)-[1,1'-biphenyl]-2-yl)thio)thiazol-2-yl)methyl)carbamate